(R)-tert-butyl-3-(1,1-difluoro-5-hydroxy-3-methylenepentyl)-6-methyl-6,7-dihydro-2H-pyrazolo[4,3-c]pyridine-5(4H)-carboxylate C(C)(C)(C)OC(=O)N1CC=2C(C[C@H]1C)=NNC2C(CC(CCO)=C)(F)F